3-METHYLBENZOIC ACID CC=1C=C(C(=O)O)C=CC1